6-((6-methoxy-4-((2-methyl-4-phenoxyphenyl)amino)quinazolin-7-yl)oxy)hexanoic acid COC=1C=C2C(=NC=NC2=CC1OCCCCCC(=O)O)NC1=C(C=C(C=C1)OC1=CC=CC=C1)C